F[C@@H]1C[C@]12CN(C(C1=CC=C(C=C21)C=C)=O)CC(=O)OC(C)(C)C tert-butyl 2-((1S,2R)-2-fluoro-1'-oxo-6'-vinyl-1'H-spiro[cyclopropane-1,4'-isoquinolin]-2'(3'H)-yl)acetate